pentaerythritol tri[β-(3,5-Di-tert-butyl-4-hydroxyphenyl) propionate] C(C)(C)(C)C=1C=C(C=C(C1O)C(C)(C)C)CCC(=O)OCC(COC(CCC1=CC(=C(C(=C1)C(C)(C)C)O)C(C)(C)C)=O)(COC(CCC1=CC(=C(C(=C1)C(C)(C)C)O)C(C)(C)C)=O)CO